CS(=O)(=O)OC1CC(C1)CO[Si](C1=CC=CC=C1)(C1=CC=CC=C1)C(C)(C)C ((1r,3r)-3-(((tert-butyldiphenylsilyl) oxy) methyl) cyclobutyl) methylsulfonate